BrC=1C=C(N2N=CC=CC21)C 5-bromo-7-methylpyrrolo[1,2-b]pyridazine